Inosine-5'-monophosphate disodium [Na+].[Na+].P(=O)([O-])([O-])OC[C@@H]1[C@H]([C@H]([C@@H](O1)N1C=NC=2C(O)=NC=NC12)O)O